C(C=C)(=O)N1C[C@@H](N(C[C@H]1C)C1=NC(N2C3=C(C(=C(C=C13)Cl)C1=C(C=CC=C1O)F)OC[C@H]2CN2CCOCC2)=O)C (3R,10R)-7-((2S,5R)-4-acryloyl-2,5-dimethyl-piperazin-1-yl)-9-chloro-10-(2-fluoro-6-hydroxyphenyl)-3-(morpholinomethyl)-2,3-dihydro-5H-[1,4]-oxazino-[2,3,4-ij]-quinazolin-5-one